C(C)N1CCC(CC1)C=1C=CC(=C(C1)C=1CCC(CC1)C)NC(=O)C1=NOC(=C1)C N-(5-(1-ethylpiperidin-4-yl)-4'-methyl-2',3',4',5'-tetrahydro-[1,1'-biphenyl]-2-yl)-5-methylisoxazole-3-carboxamide